1,3-dichloropropylsilane ClC(CCCl)[SiH3]